N1,N4-Diphenylbutane-1,4-diamine C1(=CC=CC=C1)NCCCCNC1=CC=CC=C1